3-fluoro-8-methyl-2,3-dihydropyrido[2,3-b][1,4]oxazine-1-carboxylate FC1CN(C2=C(O1)N=CC=C2C)C(=O)[O-]